5-acetyl-8-chloro-4-phenyl-4,5-dihydropyrano[3,2-b]indol-2(3H)-one C(C)(=O)N1C2=C(C=3C=C(C=CC13)Cl)OC(CC2C2=CC=CC=C2)=O